ethyl 1-[(2S)-4-phenylbutan-2-yl]-1H-imidazole-4-carboxylate C1(=CC=CC=C1)CC[C@H](C)N1C=NC(=C1)C(=O)OCC